3-((2,2,3,3,4,4-hexafluorohexyl)oxy)-4-(1-trifluoromethyl-1,2,5,6-tetrahydropyridin-3-yl)-1,2,5-thiadiazole FC(COC1=NSN=C1C=1CN(CCC1)C(F)(F)F)(C(C(CC)(F)F)(F)F)F